tert-butyl 3-{2-[(tert-butyldimethylsilyl)oxy]-1-(methanesulfonyloxy)ethyl}-4-methyl-2-oxopyrrolidine-1-carboxylate [Si](C)(C)(C(C)(C)C)OCC(OS(=O)(=O)C)C1C(N(CC1C)C(=O)OC(C)(C)C)=O